4-(5-((3-amino-8-azabicyclo[3.2.1]oct-8-yl)methyl)-2-(2-fluoro-4-methylphenyl)thiophen-3-yl)-2-fluorobenzonitrile trifluoroacetate salt FC(C(=O)O)(F)F.NC1CC2CCC(C1)N2CC2=CC(=C(S2)C2=C(C=C(C=C2)C)F)C2=CC(=C(C#N)C=C2)F